3-((5-chloro-2-((4-(4-methyl-piperazin-1-yl)-2-(trifluorometh-yl)phenyl)amino)pyrimidin-4-yl)-amino)-N-methylthiophene-2-carboxamide ClC=1C(=NC(=NC1)NC1=C(C=C(C=C1)N1CCN(CC1)C)C(F)(F)F)NC1=C(SC=C1)C(=O)NC